ClC=1C=C(C=C(C1F)Cl)NC(=O)C=1C(=CC=2N(C1)C=C(N2)C2CCOCC2)OC N-(3,5-dichloro-4-fluorophenyl)-7-methoxy-2-(tetrahydro-2H-pyran-4-yl)imidazo[1,2-a]pyridine-6-carboxamide